4-(3-chloro-4-methoxyphenyl)butanoic acid ClC=1C=C(C=CC1OC)CCCC(=O)O